C(C)(C)(C)OC(NC1CCC(CC1)CN1C(N(C2=C1C=CC=C2)C=2C=NC(=CC2)OC)=O)=O ((1r,4r)-4-((3-(6-methoxypyridin-3-yl)-2-oxo-2,3-dihydro-1H-benzo[d]imidazol-1-yl)methyl)cyclohexyl)carbamic acid tert-butyl ester